2-((5-bromo-2-((2-methoxy-5-(1-methyl-1H-pyrazol-4-yl)-4-morpholinylphenyl)amino)pyrimidin-4-yl)amino)phenylmethanesulfonamide BrC=1C(=NC(=NC1)NC1=C(C=C(C(=C1)C=1C=NN(C1)C)N1CCOCC1)OC)NC1=C(C=CC=C1)CS(=O)(=O)N